3-(N-(5-chloro-4-cyano-3'-fluoro-[1,1'-biphenyl]-2-yl)sulfamoyl)-4-cyclopropylbenzoic acid ClC=1C(=CC(=C(C1)C1=CC(=CC=C1)F)NS(=O)(=O)C=1C=C(C(=O)O)C=CC1C1CC1)C#N